C(CCCCCC)(=O)OCC(COC(CCCCCC)=O)(COC(CCCCCC)=O)CC 2-ethyl-2-[[(1-oxoheptyl)oxy]methyl]propane-1,3-diyl bisheptanoate